2-iodo-5-(trifluoromethyl)pyridine IC1=NC=C(C=C1)C(F)(F)F